C(C)(C)(C)OC(C[C@H]1C=2N(C3=C(C(=N1)C1=CC=C(OCCOC4CCN(CC4)C(=O)OC(C)(C)C)C=C1)C(=C(S3)C)C)C(=NN2)C)=O tert-butyl (S)-4-(2-(4-(6-(2-(tert-butoxy)-2-oxoethyl)-2,3,9-trimethyl-6H-thieno[3,2-f][1,2,4]triazolo[4,3-a][1,4]diazepin-4-yl)phenoxy)ethoxy)piperidine-1-carboxylate